(1r,4r)-4-(3-(3-(1-(o-tolyl)cyclopropyl)-1,2,4-oxadiazol-5-yl)-5,6-dihydrocyclopenta[c]pyrazol-2(4H)-yl)cyclohexane-1-carboxylic acid C1(=C(C=CC=C1)C1(CC1)C1=NOC(=N1)C1=C2C(=NN1C1CCC(CC1)C(=O)O)CCC2)C